(R)-N-(4-([1,2,4]triazolo[1,5-a]pyridin-7-yloxy)-3-methylphenyl)-1,2,3,4,4a,5-hexahydropyrazino[1',2':4,5][1,4]oxazino[3,2-g]quinazolin-11-amine N=1C=NN2C1C=C(C=C2)OC2=C(C=C(C=C2)NC2=NC=NC=1C=C3C(=CC21)N2[C@@H](CO3)CNCC2)C